Biphenyl-3-yl-biphenyl-4-yl-(9,9-dimethyl-9H-fluoren-3-yl)-amine C1(=CC(=CC=C1)N(C=1C=CC=2C(C3=CC=CC=C3C2C1)(C)C)C1=CC=C(C=C1)C1=CC=CC=C1)C1=CC=CC=C1